(S)-isopropyl-(phenyl)(2-(benzo[d]thiazol-2-yl)ethyl)phosphorus oxide C(C)(C)[P@@](CCC=1SC2=C(N1)C=CC=C2)(C2=CC=CC=C2)=O